(R)-6,7-dichloro-2-(1-(2-hydroxyethyl)piperidin-3-yl)-3-methylquinazolin-4(3H)-one ClC=1C=C2C(N(C(=NC2=CC1Cl)[C@H]1CN(CCC1)CCO)C)=O